ClC=1C=2N(C=C(N1)C1=CC(=NC=C1OC)[C@@H](C)N(S(=O)C(C)(C)C)CC)C=CN2 N-((R)-1-(4-(8-chloroimidazo[1,2-a]pyrazin-6-yl)-5-methoxypyridin-2-yl)ethyl)-N-ethyl-2-methylpropan-2-sulfinamide